4-hydroxy-2-oxo-2,5-dihydro-1H-pyrrole-1-carbamic acid tert-butyl ester C(C)(C)(C)OC(NN1C(C=C(C1)O)=O)=O